ClC=1C(=C(C=CC1Cl)NC1=NC=NC2=CC(=C(C=C12)OC1CCN(CC1)C(C=C)=O)OC)F 1-[4-[4-(3,4-dichloro-2-fluorophenylamino)-7-methoxyquinazolin-6-yloxy]-piperidin-1-yl]prop-2-en-1-one